ClC=1C=C(C=CC1OC1CC1)[C@@H]([C@@H](CN1CCCC1)NC(C(F)(F)C=1OC2=C(C1)C=C(C=C2)Cl)=O)O N-((1s,2r)-1-(3-chloro-4-cyclopropyloxyphenyl)-1-hydroxy-3-(pyrrolidin-1-yl)propan-2-yl)-2-(5-chlorobenzofuran-2-yl)-2,2-difluoroacetamide